3,6-Dichloro-pyridazine-4-carboxylic acid [5-(1-methyl-2-oxo-1,2,3,4-tetrahydro-quinolin-6-yl)-pyridin-3-ylmethyl]-amide CN1C(CCC2=CC(=CC=C12)C=1C=C(C=NC1)CNC(=O)C1=C(N=NC(=C1)Cl)Cl)=O